L-aspartic acid mono-tetrabutylphosphonium salt C(CCC)[P+](CCCC)(CCCC)CCCC.N[C@@H](CC(=O)O)C(=O)[O-]